4-[5-(5-methyl-1,2,4-oxadiazol-3-yl)-1H-pyrrol-3-yl]-N-(piperidin-3-yl)-5-(trifluoromethyl)pyrimidin-2-amine CC1=NC(=NO1)C1=CC(=CN1)C1=NC(=NC=C1C(F)(F)F)NC1CNCCC1